CC1=C(C=C(C=N1)NC(C(=O)O)=O)C(F)(F)F 2-[[6-methyl-5-(trifluoromethyl)-3-pyridyl]amino]-2-oxo-acetic Acid